(R,Z)-N'-((4-chlorophenyl)sulfonyl)-3-(4-fluorophenyl)-4-phenyl-N-((1r,4R)-4-sulfamoylcyclohexyl)-4,5-dihydro-1H-pyrazole-1-carboximidamide ClC1=CC=C(C=C1)S(=O)(=O)\N=C(\NC1CCC(CC1)S(N)(=O)=O)/N1N=C([C@@H](C1)C1=CC=CC=C1)C1=CC=C(C=C1)F